C(C1=CC=CC=C1)OC(=O)N1CC(CCC1)OC1CN(C1)C(=O)OC(C)(C)C.N(CCC1=CC(O)=C(O)C=C1)C(CC(=O)O)C(=O)N dopaminesuccinamic acid benzyl-3-((1-(tert-butoxycarbonyl)azetidin-3-yl)oxy)piperidine-1-carboxylate